C[N+](CCS(=O)(=O)[O-])(CCOC(C=C)=O)C dimethyl-(2-acryloyloxyethyl)(2-sulfonatoethyl)aminium